(S)-2-((1-(1,2,5-oxadiazol-3-carbonyl)azetidin-3-yl)amino)-7-isopropyl-4,8-dimethyl-7,8-dihydropteridin-6(5H)-one O1N=C(C=N1)C(=O)N1CC(C1)NC1=NC=2N([C@H](C(NC2C(=N1)C)=O)C(C)C)C